2-(6-bromo-8-fluoroquinolin-3-yl)propan-2-ol BrC=1C=C2C=C(C=NC2=C(C1)F)C(C)(C)O